BrC1=CC2=C(C(=NO2)N)C(=C1)OC 6-bromo-4-methoxybenzo[d]isoxazol-3-amine